(2S)-N-{(1s)-1-Cyano-2-[4-(7-fluoro-3-methyl-2-oxo-2,3-dihydro-1,3-benzoxazol-5-yl)phenyl]ethyl}-1,4-oxazepane-2-carboxamide C(#N)[C@H](CC1=CC=C(C=C1)C=1C=C(C2=C(N(C(O2)=O)C)C1)F)NC(=O)[C@H]1OCCCNC1